OC12CCC(CC1)(C2)N2C(C1(C3=C2N=C(N=C3)SC)CC1)=O 7'-(4-hydroxybicyclo[2.2.1]heptan-1-yl)-2'-(methylthio)spiro[cyclopropane-1,5'-pyrrolo[2,3-d]pyrimidin]-6'(7'H)-one